2-(2-Cyclopropylpyrazolo[1,5-a]pyridin-3-yl)-N-[4-(difluoromethoxy)phenyl]-5-fluoropyrimidine-4,6-diamine C1(CC1)C1=NN2C(C=CC=C2)=C1C1=NC(=C(C(=N1)NC1=CC=C(C=C1)OC(F)F)F)N